ClC=1C(=CC(=C(C1)[C@H](NS(=O)C(C)(C)C)C1CCN(CC1)C(=O)[C@@H]1OC(OC1)(C)C)O)C(F)(F)F N-[(R)-[5-chloro-2-hydroxy-4-(trifluoromethyl)phenyl]([1-[(4R)-2,2-dimethyl-1,3-dioxolane-4-carbonyl]piperidin-4-yl])methyl]-2-methylpropane-2-sulfinamide